calcium 2,2'-methylene-bis(4,6-di-tert-butylphenol) hydrogen phosphate P(=O)(O)([O-])OC1=C(C=C(C=C1C(C)(C)C)C(C)(C)C)CC1=C(C(=CC(=C1)C(C)(C)C)C(C)(C)C)O.[Ca+2].C(C1=C(C(=CC(=C1)C(C)(C)C)C(C)(C)C)OP(=O)(O)[O-])C1=C(C(=CC(=C1)C(C)(C)C)C(C)(C)C)O